C1=CC=C(C=2OC3=C(C21)C=CC=C3)C=3C=CC=2NC1=CC=CC=C1C2C3 3-(dibenzo[b,d]furan-4-yl)-9H-carbazole